Methyl (1r,4r)-4-((4-(2-(tert-butyl)-4-(3-((2,6-difluorophenyl)sulfonamido)-2-fluorophenyl)thiazol-5-yl)pyrimidin-2-yl)amino)cyclohexane-1-carboxylate C(C)(C)(C)C=1SC(=C(N1)C1=C(C(=CC=C1)NS(=O)(=O)C1=C(C=CC=C1F)F)F)C1=NC(=NC=C1)NC1CCC(CC1)C(=O)OC